4-[6-(2-morpholin-4-yl-ethoxy)-benzimidazol-1-yl]-phenylamine N1(CCOCC1)CCOC=1C=CC2=C(N(C=N2)C2=CC=C(C=C2)N)C1